C(#N)OC(C=C(C1=CC=CC=C1)C1=CC=CC=C1)=O cyano-β,β-diphenylacrylate